1,3-bis-(1-butoxymethyl)imidazole Methyl-4-amino-3-(((1s,4s)-4-((3,5-dichloropyridin-2-yl)oxy)cyclohexyl)amino)benzoate COC(C1=CC(=C(C=C1)N)NC1CCC(CC1)OC1=NC=C(C=C1Cl)Cl)=O.C(CCC)OCN1CN(C=C1)COCCCC